tert-butyl N6-[(benzyloxy)carbonyl]-L-lysinate monohydrochloride Cl.C(C1=CC=CC=C1)OC(=O)NCCCC[C@H](N)C(=O)OC(C)(C)C